NCC1CCC(CC1)CN 1,4-diaminomethyl-cyclohexane